5-(tetrahydro-2H-pyran-4-yl)-[1,2,4]triazolo[1,5-a]pyridine-2-carboxylic acid methyl ester COC(=O)C1=NN2C(C=CC=C2C2CCOCC2)=N1